S1C2=C(C=C1C1=NC=CC3=CC=CC=C13)C=CC=C2 1-(benzo[b]thiophene-2-yl)isoquinoline